N1C(CC1)CC1=CC=NC=C1 4-(azetidin-2-ylmethyl)pyridine